6-((1H-pyrazol-1-yl)methyl)-5-methylbenzo[d]isoxazol-3-amine N1(N=CC=C1)CC1=CC2=C(C(=NO2)N)C=C1C